COC(C1=C(C(=CC(=C1)F)C=CC=1N=NN(C1)CC1=CC=C(C=C1)OC)Cl)=O 2-chloro-5-fluoro-3-[2-[1-[(4-methoxyphenyl)methyl]triazol-4-yl]vinyl]benzoic acid methyl ester